FC1(CCC(CC1)COC(=O)N[C@@H](CC(C)C)C(=O)OC)F methyl (((4,4-difluorocyclohexyl)methoxy)carbonyl)-L-leucinate